CC1=NC2=C(N1)C=C(C=C2C(=O)O)C2=CC=C(C=C2)C2=CC(=CC=C2)CNCCC(F)(F)F 2-methyl-6-(3'-(((3,3,3-trifluoropropyl)amino)methyl)-[1,1'-biphenyl]-4-yl)-1H-benzo[d]imidazole-4-carboxylic acid